COC=1C(=NC(=NC1)N1CCOCC1)N 5-methoxy-2-(morpholin-4-yl)pyrimidin-4-amine